3-(6-methyl-4-oxo-1,2,3-benzotriazin-3-yl)piperidine-2,6-dione CC=1C=CC2=C(C(N(N=N2)C2C(NC(CC2)=O)=O)=O)C1